C[N+]1(CC(CC(C1)C)C)CC N-methyl-N-ethyl-3,5-dimethylpiperidinium